C(=C)NP(=S)(NC=C)NC=C trivinyl-thiophosphoramide